N1C=CC2=CC=C(C=C12)NC1C2=C(C=3N(CC1)N=NC3C)C=CC(=C2)C=2C=NN(C2)C N-(1H-indol-6-yl)-1-methyl-9-(1-methyl-1H-pyrazol-4-yl)-6,7-dihydro-5H-benzo[c][1,2,3]triazolo[1,5-a]azepin-7-amine